FC1=C2CC(N(C2=CC(=C1)F)C(C)C1=CC(=CN2C1=NC(=CC2=O)N2CCOCC2)C(=O)OC)C methyl 9-[1-(4,6-difluoro-2-methyl-indolin-1-yl)ethyl]-2-morpholino-4-oxo-pyrido[1,2-a]pyrimidine-7-carboxylate